methyl-hexanetriol CC(C(O)(O)O)CCCC